C(C=C)OC=1C=C(C=CC1)/C=C/C(=O)C1=CC=C(OCC(=O)O)C=C1 2-[4-[(E)-3-(3-Prop-2-enoxyphenyl)prop-2-enoyl]phenoxy]acetic acid